N,N'-di[4-(1-naphthylphenylamino)phenyl]-N,N'-diphenyl-[1,1'-biphenyl]-4,4'-diamine C1(=CC=CC2=CC=CC=C12)N(C1=CC=C(C=C1)N(C1=CC=C(C=C1)C1=CC=C(C=C1)N(C1=CC=CC=C1)C1=CC=C(C=C1)N(C1=CC=CC=C1)C1=CC=CC2=CC=CC=C12)C1=CC=CC=C1)C1=CC=CC=C1